6-((2-azaspiro[3.3]heptan-6-yl)methyl)-1-methyl-7-(trifluoromethyl)-1H-indazole C1NCC12CC(C2)CC2=CC=C1C=NN(C1=C2C(F)(F)F)C